ClC1=CC2=C(S1)C(CC=C2)(C)C 2-chloro-7,7-dimethyl-6,7-dihydrobenzo[b]Thiophene